N12CCN(C(CC1)CC2)C(=O)N2N=C(C1=C2CCOC1)C1=C(C(=C(C=C1)F)F)F (1,4-diazabicyclo[3.2.2]nonan-4-yl)(3-(2,3,4-trifluorophenyl)-6,7-dihydropyrano[4,3-c]pyrazol-1(4H)-yl)meth-anone